(S)-N-(4-(3-aminopropyl)phenyl)-2-(4-(4-chlorophenyl)-2,3,9-trimethyl-6H-thieno[3,2-f][1,2,4]triazolo[4,3-a][1,4]diazepin-6-yl)acetamide hydrochloride Cl.NCCCC1=CC=C(C=C1)NC(C[C@H]1C=2N(C3=C(C(=N1)C1=CC=C(C=C1)Cl)C(=C(S3)C)C)C(=NN2)C)=O